N-(5-(methylsulfanyl)-1,3,4-thiadiazol-2-yl)-7-oxo-4,5,6,7-tetrahydrobenzo[C]isoxazole-3-carboxamide CSC1=NN=C(S1)NC(=O)C1=C2C(=NO1)C(CCC2)=O